N1[C@@H](CCC1)C(=O)N[C@@H](C)C(=O)[O-] L-prolyl-L-alaninate